eicosyl-trimethyl-ammonium (E)-ethyl-(2-cyano-2-(2-(3,5-dichloro-4-((1-isopropyl-2-methoxy-1H-benzo[d]imidazol-6-yl)oxy)phenyl)hydrazono)acetyl)carbamate C(C)N(C([O-])=O)C(/C(=N/NC1=CC(=C(C(=C1)Cl)OC=1C=CC2=C(N(C(=N2)OC)C(C)C)C1)Cl)/C#N)=O.C(CCCCCCCCCCCCCCCCCCC)[N+](C)(C)C